N4-(3-(methylthio)pyridin-2-yl)pyrimidine-4,6-diamine CSC=1C(=NC=CC1)NC1=NC=NC(=C1)N